Perfluoro-trihexylamine FC(C(C(C(C(C(F)(F)F)(F)F)(F)F)(F)F)(F)F)(N(C(C(C(C(C(C(F)(F)F)(F)F)(F)F)(F)F)(F)F)(F)F)C(C(C(C(C(C(F)(F)F)(F)F)(F)F)(F)F)(F)F)(F)F)F